4-ethyl-benzene C(C)C1=CC=CC=C1